CBZ(chlorobenzene) C(=O)(OCC1=CC=CC=C1)C1=C(C=CC=C1)Cl